C(#N)C1=C(C=CC=C1C)C=1CCCC2=C(C1C1=CC=C(C=C1)C=C1CN(C1)CCCF)C=CC=C2 8-(2-Cyano-3-methylphenyl)-9-(4-((1-(3-fluoropropyl)azetidin-3-yliden)methyl)phenyl)-6,7-dihydro-5H-benzo[7]annulen